C(=C)(C)[C@H]1CCC(C(C1)O)=C (5S)-5-isopropenyl-2-methylenecyclohexan-1-ol